N-(4-((10H-benzo[b]pyrido[2,3-e][1,4]oxazin-4-yl)oxy)-3-fluorophenyl)-1-(4-fluorophenyl)-2-oxo-1,2-dihydropyridine-3-carboxamide N1=CC=C(C2=C1NC1=C(O2)C=CC=C1)OC1=C(C=C(C=C1)NC(=O)C=1C(N(C=CC1)C1=CC=C(C=C1)F)=O)F